N-((2-aminocyclopropyl)methyl)-4-((3-(1-cyclobutyl-3-(trifluoromethyl)-1H-pyrazol-4-yl)imidazo[1,2-a]pyrazin-8-yl)amino)-2-ethylbenzamide NC1C(C1)CNC(C1=C(C=C(C=C1)NC=1C=2N(C=CN1)C(=CN2)C=2C(=NN(C2)C2CCC2)C(F)(F)F)CC)=O